4-(3-hydroxy-4-((1-(2-morpholinoethyl)-2-oxo-4-phenylindolin-3-ylidene)methyl)phenoxy)-3-(trifluoromethyl)benzonitrile OC=1C=C(OC2=C(C=C(C#N)C=C2)C(F)(F)F)C=CC1C=C1C(N(C2=CC=CC(=C12)C1=CC=CC=C1)CCN1CCOCC1)=O